C(\C=C/C(=O)O)(=O)O.N1C=NC(=C1)CCNC(CC(=O)NCCC=1N=CNC1)=O N,N'-bis[2-(1H-imidazol-4-yl)ethyl]propanediamide maleate